(rac)-2'-[6-amino-5-(trifluoromethoxy)pyridin-3-yl]-N-(1-phenylcyclobutyl)-5',6'-dihydrospiro[pyrrolidine-3,4'-pyrrolo[1,2-b]pyrazole]-1-carboxamide NC1=C(C=C(C=N1)C=1C=C2N(N1)CC[C@]21CN(CC1)C(=O)NC1(CCC1)C1=CC=CC=C1)OC(F)(F)F |r|